C(#N)C=C1CNC1 3-(cyanomethylene)-azetidine